OC1=CC=C(C=C1)C1(C2=CC(=CC=C2C=2C=CC(=CC12)C=1C2=CC=CC=C2C=C2C=CC=CC12)C=1C2=CC=CC=C2C=C2C=CC=CC12)C1=CC=C(C=C1)O 9,9-bis(4-hydroxyphenyl)-2,7-di(9-anthryl)fluorene